CN1[C@@H]2[C@H](OCC1)CNC2 (4aS,7aR)-4-methyl-3,4a,5,6,7,7a-hexahydro-2H-pyrrolo[3,4-b][1,4]oxazine